C(#N)CC(C)(C)C=1N(C2=CC(=CC(=C2C1C1=CC=C(C(=O)O)C=C1)O)F)C1=CC(=C(C=C1)F)C 4-(2-(1-cyano-2-methylpropan-2-yl)-6-fluoro-1-(4-fluoro-3-methylphenyl)-4-hydroxy-1H-indol-3-yl)benzoic acid